[Na].O[C@@H]1C[C@H](NC1)C(=O)O trans-4-hydroxy-L-proline sodium